CC=1SC(=C(N1)C)C=1C=CC(N(N1)CC1CCN(CC1)C1=C2N=CN(C2=NC=N1)C)=O 6-(2,4-dimethyl-1,3-thiazol-5-yl)-2-[[1-(9-methylpurine-6-yl)piperidin-4-yl]methyl]pyridazin-3-one